CN1C(C2=CC=C(C=C2C1=O)NC(C1=CN=CC=C1)=O)=O N-(2-methyl-1,3-dioxoisoindolin-5-yl)nicotinamide